tert-butyl 4-(2-((1R,4S)-4-(2,5-dimethyl-1H-pyrrol-1-yl)-1-(methoxycarbonyl)cyclopent-2-en-1-yl)ethyl)piperidine-1-carboxylate CC=1N(C(=CC1)C)[C@@H]1C=C[C@@](C1)(C(=O)OC)CCC1CCN(CC1)C(=O)OC(C)(C)C